2-(methylthio)-5-oxo-7,8-dihydropyrido[4,3-d]Pyrimidine-6(5H)-carboxylic acid tert-butyl ester C(C)(C)(C)OC(=O)N1C(C2=C(N=C(N=C2)SC)CC1)=O